CCCCCC/C=C\\CCCCCCCCC/C=C/C(=O)SCCNC(=O)CCNC(=O)[C@@H](C(C)(C)COP(=O)([O-])OP(=O)([O-])OC[C@@H]1[C@H]([C@H]([C@@H](O1)N2C=NC3=C(N=CN=C32)N)O)OP(=O)([O-])[O-])O The molecule is a 2,3-trans-enoyl CoA(4-) obtained by deprotonation of the phosphate and diphosphate OH groups of (2E,13Z)-icosadienoyl-CoA; major species at pH 7.3. It is a conjugate base of a (2E,13Z)-icosadienoyl-CoA.